C1(=CC=CC=C1)B1OCC(=NO1)C1=CC=CC=C1 2,5-diphenyl-6H-1,3,4,2-dioxazaborinine